2-(2-(3-(N,N-bis(4-methoxybenzyl)sulfamoyl)-1H-pyrazol-1-yl)-2-methylpropoxy)acetic acid methyl ester COC(COCC(C)(C)N1N=C(C=C1)S(N(CC1=CC=C(C=C1)OC)CC1=CC=C(C=C1)OC)(=O)=O)=O